COC(C(=CC=CC=C(C(OC)OC)C)C)OC 1,1,8,8-tetramethoxy-2,7-dimethyl-2,4,6-octatriene